Sulfopropyl-dimethyl-ammonium S(=O)(=O)(O)CCC[NH+](C)C